7-bromo-4-(1-((6-((2-fluorophenoxy)methyl)pyridin-2-yl)methyl)-1H-1,2,3-Triazol-4-yl)thieno[3,2-d]pyrimidin-2-amine BrC1=CSC2=C1N=C(N=C2C=2N=NN(C2)CC2=NC(=CC=C2)COC2=C(C=CC=C2)F)N